2-(2-(benzyloxy)-6-chloro-4-(methoxymethyl)phenyl)-1,3-dioxolane C(C1=CC=CC=C1)OC1=C(C(=CC(=C1)COC)Cl)C1OCCO1